3-(4-bromo-2,6-difluoro-phenyl)-1-(2-trimethylsilylethoxymethyl)piperidine-2,6-dione BrC1=CC(=C(C(=C1)F)C1C(N(C(CC1)=O)COCC[Si](C)(C)C)=O)F